C(C)(C)(C)OC(=O)NCC1=NOC(C1)(C(=O)OC)C(C1=CC=CC=C1)(F)F Methyl 3-(((tert-butoxycarbonyl)amino)methyl)-5-(difluoro(phenyl)methyl)-4,5-dihydroisoxazole-5-carboxylate